C=C1C[C@H](N(C1)C(=O)OC(C)(C)C)C(=O)OC 1-tert-butyl 2-methyl (2S)-4-methylidenepyrrolidine-1,2-dicarboxylate